COC=1C=C(C=C(C1)C)C1=CC=2N(C[C@H]3N(C2N=C1)CCN(C3)C(C(=O)O)(C)C)S(=O)(=O)C3=CC(=CC=C3)C(F)(F)F (S)-2-(3-(3-methoxy-5-methylphenyl)-5-(3-(trifluoromethyl)phenylsulfonyl)-6a,7,9,10-tetrahydro-5H-pyrazino[1,2-a]pyrido[3,2-e]pyrazin-8(6H)-yl)-2-methylpropionic acid